(S)-3-amino-6-(2-(5,5-dimethyl-5,6-dihydro-4H-pyrrolo[1,2-b]pyrazol-3-yl)pyrimidin-4-yl)-N-(4-azaspiro[2.5]octan-6-yl)pyrazine-2-carboxamide NC=1C(=NC(=CN1)C1=NC(=NC=C1)C1=C2N(N=C1)CC(C2)(C)C)C(=O)N[C@@H]2CNC1(CC1)CC2